pentaethylene glycol mono-dodecyl ether C(CCCCCCCCCCC)OCCOCCOCCOCCOCCO